CC(C#CC(C)=O)=O 3-hexyne-2,5-dione